(S)-2-(2-(cyclopropylcarbamoyl)-6-(3-Methyl-1H-pyrrolo[2,3-b]pyridin-5-yl)-1,2,3,4-tetrahydroisoquinolin-8-yl)pyrrolidine-1-carboxylic acid tert-butyl ester C(C)(C)(C)OC(=O)N1[C@@H](CCC1)C=1C=C(C=C2CCN(CC12)C(NC1CC1)=O)C=1C=C2C(=NC1)NC=C2C